OC1=C(C=CC=C1)C=1C=C2C(=NN1)NC[C@@H]1N2CCN(C1)C1CCN(CC1)N1C(C2=CC=CC=C2C1=O)=O 2-(4-((S)-2-(2-hydroxyphenyl)-5,6,6a,7,9,10-hexahydro-8H-pyrazino[1',2':4,5]pyrazino[2,3-c]pyridazin-8-yl)piperidin-1-yl)isoindoline-1,3-dione